C(C)(C)(C)OC(=O)N[C@H](C(=O)OC)[C@@H](C)OC1(CC1)C Methyl (2S,3R)-2-(tert-butoxycarbonylamino)-3-(1-methylcyclopropoxy)butanoate